(S)-6-bromo-2-((4-((6-((4-chloro-2-fluorophenoxy)methyl)pyridin-2-yl)oxy)piperidin-1-yl)methyl)-4-fluoro-1-(oxetane-2-yl-methyl)-1H-benzo[d]imidazole BrC=1C=C(C2=C(N(C(=N2)CN2CCC(CC2)OC2=NC(=CC=C2)COC2=C(C=C(C=C2)Cl)F)C[C@H]2OCC2)C1)F